3-(5-carboxypentyl)-1,1-dimethyl-2-((E)-2-((E)-3-((E)-2-(1,1,3-trimethyl-1,3-dihydro-2H-benzo[e]indol-2-ylidene)ethylidene)cyclohex-1-en-1-yl)vinyl)-1H-benzo[e]indol-3-ium C(=O)(O)CCCCC[N+]1=C(C(C=2C3=C(C=CC12)C=CC=C3)(C)C)\C=C\C3=C/C(/CCC3)=C/C=C\3/N(C=1C=CC2=C(C1C3(C)C)C=CC=C2)C